3,3'-di(Methylcarbonyl)-4,4'-di(tert-butylperoxycarbonyl)benzophenone CC(=O)C=1C=C(C(=O)C2=CC(=C(C=C2)C(=O)OOC(C)(C)C)C(=O)C)C=CC1C(=O)OOC(C)(C)C